FC(C(=O)O)(F)F.C1(=CC=CC=C1)C1CC(NC1)C(=O)N 4-phenylpyrrolidine-2-carboxamide trifluoroacetate